(R)-4-ethoxy-6-(1-(7-(2-(ethyl(methyl)amino)ethyl)-5-(6-fluoro-2-methylpyridin-3-yl)-1-oxo-3,4-dihydroisoquinolin-2(1H)-yl)ethyl)nicotinonitrile C(C)OC1=CC(=NC=C1C#N)[C@@H](C)N1C(C2=CC(=CC(=C2CC1)C=1C(=NC(=CC1)F)C)CCN(C)CC)=O